CN(C)CC1N(C(C2=CC=CC=C2C12CC2)=O)C(C)C2=NC=C(C(=C2)OCC)F ((dimethylamino)methyl)-2'-(1-(4-ethoxy-5-fluoropyridin-2-yl)ethyl)-1'-keto-2',3'-dihydro-1'h-spiro[cyclopropane-1,4'-isoquinoline]